2-[(4-{2-[(4-chloro-2-fluorobenzyl)oxy]pyridin-3-yl}piperidin-1-yl)methyl]-1-[2-(2-oxo-1,3-oxazolidin-3-yl)ethyl]-1H-benzimidazole-6-carboxylic acid, trifluoroacetate salt FC(C(=O)O)(F)F.ClC1=CC(=C(COC2=NC=CC=C2C2CCN(CC2)CC2=NC3=C(N2CCN2C(OCC2)=O)C=C(C=C3)C(=O)O)C=C1)F